vinyl-dilauryl-amide C(=C)CCCCCCCCCCCC[N-]CCCCCCCCCCCC